FCCN[C@H]1C[C@H](N(CC1)C(=O)N1CC2(CCCC2)[C@@H](CC1)CN1C=NC(=CC1=O)C1=CC=CC=C1)C1=CC(=CC=C1)F 3-(((R)-7-((2s,4R)-4-((2-fluoroethyl)amino)-2-(3-fluorophenyl)piperidine-1-carbonyl)-7-azaspiro[4.5]dec-10-yl)methyl)-6-phenylpyrimidin-4(3H)-one